FC1=C(CN2[C@@H](CCC2=O)CC(=O)N[C@@H](C(C)C)C(=O)N[C@@H]([C@H](O)C)C(=O)OC)C=CC=C1F Methyl (2-((S)-1-(2,3-difluorobenzyl)-5-oxopyrrolidin-2-yl)acetyl)-L-valyl-L-threoninate